FC=1C=C(C=NNS(=O)(=O)C2=CC=C(C=C2)C)C=CC1C(F)(F)F N'-(3-fluoro-4-(trifluoromethyl)benzylidene)-4-methylbenzenesulfonyl-hydrazine